1,1,2,2-tetrakis(4-(pyridine-4-yl)phenyl)ethane N1=CC=C(C=C1)C1=CC=C(C=C1)C(C(C1=CC=C(C=C1)C1=CC=NC=C1)C1=CC=C(C=C1)C1=CC=NC=C1)C1=CC=C(C=C1)C1=CC=NC=C1